1-[2-(4-ethylphenyl)ethynyl]-2-fluoro-1-iodobenzene C(C)C1=CC=C(C=C1)C#CC1(C(C=CC=C1)F)I